OC=1C2(N3C(=CC=C3C(C1C(=O)NCC(=O)O)=O)C1=CC=C(C=C1)OC)CCCCC2 6'-Hydroxy-3'-(4-methoxyphenyl)-8'-oxo-8'H-spiro[cyclohexane-1,5'-indolizine]-7'-carbonyl-glycine